2-{2-formyl-3-[(4-methoxyphenyl)methoxy]phenoxymethyl}-N-[(2E)-1-(2-hydroxy-2-methylpropyl)-6-[(4-methylpiperazin-1-yl)methyl]-3H-1,3-benzodiazol-2-ylidene]pyridine-4-carboxamide C(=O)C1=C(OCC2=NC=CC(=C2)C(=O)/N=C/2\NC3=C(N2CC(C)(C)O)C=C(C=C3)CN3CCN(CC3)C)C=CC=C1OCC1=CC=C(C=C1)OC